C(CC)S(=O)(=O)N propane-1-sulfonamide